1-(4-(1-aminopropan-2-yl)-2-methoxybenzyl)-3-(4-methoxy-3-(pentyloxy)phenyl)tetrahydropyrimidin-2(1H)-one NCC(C)C1=CC(=C(CN2C(N(CCC2)C2=CC(=C(C=C2)OC)OCCCCC)=O)C=C1)OC